NC(CCN1CCC(CC1)O)CSC1=CC=CC=C1 1-(3-amino-4-(phenylthio)butyl)piperidin-4-ol